tert.butyl ethyl ether C(C)OC(C)(C)C